ClC=1C(=C2CC(CC2=CC1)=O)F 5-chloro-4-fluoro-1,3-dihydro-2H-inden-2-one